1-(4-((5-(4-(((tert-butoxycarbonyl)amino)methyl)-4-methylpiperidin-1-yl)pyrazin-2-yl)thio)-3-chloropyridin-2-yl)-4-methylpiperidine-4-carboxylic acid C(C)(C)(C)OC(=O)NCC1(CCN(CC1)C=1N=CC(=NC1)SC1=C(C(=NC=C1)N1CCC(CC1)(C(=O)O)C)Cl)C